C(C)C(C(=O)O)CCCCCCCCCCCCCC.C(CCCCCCCCCCCCCCC)(=O)OCC ethyl palmitate (ETHYLPALMITATE)